ClC1=C2C(=NC=C1C=1C=C(C=CC1)N1C(CN(CC1)C(COC1CCN(CC1)C=1C=C3C(N(C(C3=CC1)=O)C1C(NC(CC1)=O)=O)=O)=O)=O)NC=C2CC 5-(4-(2-(4-(3-(4-chloro-3-ethyl-1H-pyrrolo[2,3-b]pyridin-5-yl)phenyl)-3-oxopiperazin-1-yl)-2-oxoethoxy)piperidin-1-yl)-2-(2,6-dioxopiperidin-3-yl)isoindoline-1,3-dione